C(C)(C)(C)[C@@H]1CC=2C=C3C(=NC2CC1)SC(=N3)C(=O)N[C@H](CCN(C)C)C3=CC(=CC=C3)C(=O)N3CC1(C3)CNC1 (7S)-7-tert-butyl-N-[(1R)-1-[3-(2,6-diazaspiro[3.3]heptane-2-carbonyl)phenyl]-3-(dimethylamino)propyl]-5,6,7,8-tetrahydrothiazolo[5,4-b]quinoline-2-carboxamide